O-(2-carboxyethyl)-O'-(2-mercaptoethyl)heptaethylene glycol C(COCCOCCOCCOCCOCCOCCOCCOCCS)C(=O)O